6-bromo-3-iodo-1-methyl-indole BrC1=CC=C2C(=CN(C2=C1)C)I